FC=1C=C(C=CC1F)NC(N([C@@H]1CCCC=2NC(C=3CCCCC3C12)=O)CC)=O (R)-3-(3,4-difluorophenyl)-1-ethyl-1-(6-oxo-1,2,3,4,5,6,7,8,9,10-decahydrophenanthridin-1-yl)urea